4-[(tert-butoxycarbonyl)-amino]phenylboronic acid C(C)(C)(C)OC(=O)NC1=CC=C(C=C1)B(O)O